(1-Methyl-2-phenyl-1H-imidazo[4,5-b]pyrazin-6-yl)((1R,5S,6r)-6-(((2-(trifluoromethyl)pyridin-3-yl)oxy)methyl)-3-azabicyclo[3.1.0]hexan-3-yl)methanone CN1C(=NC=2C1=NC(=CN2)C(=O)N2C[C@H]1C([C@H]1C2)COC=2C(=NC=CC2)C(F)(F)F)C2=CC=CC=C2